hydroxy-3'-methoxyacetophenone OCC(=O)C1=CC(=CC=C1)OC